BrC1=NC=CC=C1OC(F)F 2-Bromo-3-(difluoro-methoxy)-pyridine